NC=1C(=NC(=CC1)OC)CCCN(C(C)C1=C(C=CC(=C1)F)NC1=C(C(=O)O)C=C(C(=C1)C(F)(F)F)F)C(=O)OC(C)(C)C 2-((2-(1-((3-(3-amino-6-methoxypyridin-2-yl)propyl)(tert-butoxycarbonyl)amino)ethyl)-4-fluorophenyl)amino)-5-fluoro-4-(trifluoromethyl)benzoic acid